COC1=CC=C(CN(C2=NC=C3C=C(C=NC3=C2)C=2C=C(C(=O)O)C=CC2C)C)C=C1 3-(7-((4-methoxybenzyl)(methyl)amino)-1,6-naphthyridin-3-yl)-4-methylbenzoic acid